C(C)C1=C(NC2=CC=C(C=C12)C1CCN(CC1)CC=1N(C=CC1)C)C1=C2C(=NC=C1)NC=C2 4-(3-ethyl-5-(1-((1-methyl-1H-pyrrol-2-yl)methyl)piperidin-4-yl)-1H-indol-2-yl)-1H-pyrrolo[2,3-b]pyridine